2-[bis(4-hydroxyphenyl)methyl]propionic acid OC1=CC=C(C=C1)C(C(C(=O)O)C)C1=CC=C(C=C1)O